C(C)(C)C1=C(OC=2C(=NC(=NC2)NC2=CC=CC=C2)N)C=C(C(=C1)OC)OC 5-(2-Isopropyl-4,5-dimethoxy-phenoxy)-N2-phenyl-pyrimidine-2,4-diamine